3-(2-methoxyethyl)-1-({5-[5-(trifluoromethyl)-1,2,4-oxadiazol-3-yl]pyridin-2-yl}methyl)-3,4-dihydroquinazolin-2(1H)-one COCCN1C(N(C2=CC=CC=C2C1)CC1=NC=C(C=C1)C1=NOC(=N1)C(F)(F)F)=O